ClC1=CC=CC2=C1C1=C(O2)C=CC=C1C1=CC=CC=2OC3=C(C21)C=CC=C3 9-chloro-2,4'-bidibenzo[b,d]furan